NC=1C2=C(N=CN1)N(C1=C2N=C(C=C1)C1=CC=CC=C1)CC(=O)N1[C@@H]2C[C@@]2(C[C@H]1C(=O)NC1=NC(=CC=C1)Br)C (1R,3S,5R)-2-(2-(4-amino-6-phenyl-9H-pyrido[2',3':4,5]pyrrolo[2,3-d]pyrimidin-9-yl)acetyl)-N-(6-bromopyridin-2-yl)-5-methyl-2-azabicyclo[3.1.0]hexane-3-carboxamide